5-Hydroxyoctahydropentalene-1-carboxylic acid methyl ester COC(=O)C1CCC2CC(CC12)O